C(#N)C1=CC=C(C=C1)C1=CC=C(C=C1)CN1N=CC(=C1)C(=O)N ((4'-cyano-[1,1'-biphenyl]-4-yl)methyl)-1H-pyrazole-4-carboxamide